ethyl {(3R)-1-[4-cyano-4-(2-methylphenyl)cyclohexyl]pyrrolidin-3-yl}carbamate C(#N)C1(CCC(CC1)N1C[C@@H](CC1)NC(OCC)=O)C1=C(C=CC=C1)C